ClC=1C=C(C=C(C1F)Cl)C1(CC(=NO1)C1=CC(=C(C(=O)NC2COCC2)C=C1)C)C(F)(F)F 4-(5-(3,5-dichloro-4-fluorophenyl)-5-(trifluoromethyl)-4,5-dihydroisoxazol-3-yl)-2-methyl-N-(tetrahydrofuran-3-yl)benzamide